Cl.COC([C@@H](N)CO)=O L-Serine Methyl Ester Hydrochloride